6-[2-[6-(2-butyloctanoyloxy)hexoxy]-3-[octyl-[2-[2-[2-[2-(2-trityloxyethoxy)ethoxy]ethoxy]ethoxy]ethyl]amino]-3-oxo-propoxy]hexyl 2-butyloctanoate C(CCC)C(C(=O)OCCCCCCOCC(C(=O)N(CCOCCOCCOCCOCCOC(C1=CC=CC=C1)(C1=CC=CC=C1)C1=CC=CC=C1)CCCCCCCC)OCCCCCCOC(C(CCCCCC)CCCC)=O)CCCCCC